NC1=NNC2=CC(=CC=C12)CNC([C@H](CC1=CC(=C(C=C1)F)F)NC(CN1[C@@H](CCC[C@@H]1C)C)=O)=O (2S)-N-[(3-amino-1H-indazol-6-yl)methyl]-3-(3,4-difluorophenyl)-2-{2-[{2R,6S}-2,6-dimethylpiperidin-1-yl]acetamido}propanamide